4-bromo-2-methoxy-1-nitrobenzene BrC1=CC(=C(C=C1)[N+](=O)[O-])OC